6-(3-pyridin-4-yl-propoxy)-2-(4-trifluoromethyl-pyridin-2-yl)-3H-quinazolin-4-one N1=CC=C(C=C1)CCCOC=1C=C2C(NC(=NC2=CC1)C1=NC=CC(=C1)C(F)(F)F)=O